I.CN methylamine hydriodide